propylsilantriol C(CC)[Si](O)(O)O